(methoxymethyl)-1-{[2-(pyrrolidin-1-yl)pyrimidin-5-yl]methyl}pyrazole COCC1=NN(C=C1)CC=1C=NC(=NC1)N1CCCC1